7-Fluoro-4-(2-(trifluoromethyl)pyrimidin-5-yl)quinoline-3-carbaldehyde FC1=CC=C2C(=C(C=NC2=C1)C=O)C=1C=NC(=NC1)C(F)(F)F